4-hydroxy-2H-isoquinolin-1-one OC1=CNC(C2=CC=CC=C12)=O